N-(4,4-difluorocyclohexyl)-2-(3-ethoxy-1H-pyrazol-1-yl)-6-methylpyrimidin-4-amine FC1(CCC(CC1)NC1=NC(=NC(=C1)C)N1N=C(C=C1)OCC)F